tert-butyl N-[2-[2-[2-[2-[2-[2-(2-azidoethoxy)ethoxy]ethoxy]ethoxy]ethoxy]ethoxy]-ethyl]-N-methyl-carbamate N(=[N+]=[N-])CCOCCOCCOCCOCCOCCOCCN(C(OC(C)(C)C)=O)C